5,6,7-trifluorochromen-4-one FC1=C2C(C=COC2=CC(=C1F)F)=O